FC=1C=CC=2N(C(C=C(N2)C2=CC=C(C=C2)OC)=O)C1 7-fluoro-2-(4-methoxyphenyl)-4H-pyrido[1,2-a]pyrimidin-4-one